OC1=C(C=O)C=CC(=C1[N+](=O)[O-])O 2,4-dihydroxy-3-nitro-benzaldehyde